4-bromo-7-chloro-1-methyl-1H-pyrazolo[3,4-c]pyridine BrC1=C2C(=C(N=C1)Cl)N(N=C2)C